1-methyl-4-[4-methyl-4-(5-methyl-1,3-benzooxazol-2-yl)piperidin-1-yl]-2-oxo-1,2-dihydroquinoline-3-carbonitrile CN1C(C(=C(C2=CC=CC=C12)N1CCC(CC1)(C=1OC2=C(N1)C=C(C=C2)C)C)C#N)=O